C(C)OC(=O)N1CC2(C1)CC(CC2)N2CCC(CC2)N2[C@H](CCC2=O)C 6-{4-[(2S)-2-methyl-5-oxopyrrolidin-1-yl]piperidin-1-yl}-2-azaspiro[3.4]octane-2-carboxylic acid ethyl ester